N-(3-(6-(4-(3-(2-(dimethylamino)ethyl)ureido)phenyl)-1H-benzo[d]imidazol-1-yl)phenyl)methanesulfonamide CN(CCNC(NC1=CC=C(C=C1)C=1C=CC2=C(N(C=N2)C=2C=C(C=CC2)NS(=O)(=O)C)C1)=O)C